[Si](C)(C)(C(C)(C)C)OCC=1C=2N(C=C(C1)C1CC1)C=C(N2)CN2C(C1=CC=CC=C1C2=O)=O 2-((8-(((tert-butyldimethylsilyl)oxy)methyl)-6-cyclopropylimidazo[1,2-a]pyridin-2-yl)methyl)isoindoline-1,3-dione